NC1=C(N=CC2=C(C=CC=C12)C1=NC=NC=C1F)C(=O)NCCC 4-Amino-8-(5-fluoropyrimidin-4-yl)-N-propylisoquinoline-3-carboxamide